NC1=C(C=C(CNC(OC(C)(C)C)=O)C=C1C)Cl tert-butyl (4-amino-3-chloro-5-methylbenzyl)carbamate